C(C)(C)C1=C(C(=CC(=C1)C(C1=CC=CC=C1)C1=CC=CC=C1)C(C)C)C1=C(C(=CC=C1OC)OC)P(C1CCCCC1)C1CCCCC1 [2',6'-diisopropyl-4'-(benzhydryl)-3,6-dimethoxy-biphenyl-2-yl]Dicyclohexylphosphine